O=C[C@H](O)[C@@H](O)[C@H](O)[C@@H](O)C(=O)[O-].[Na+] sodium L-iduronate